B(O)(O)C1=CC=[N+](C=C1)[O-] 4-BORONOPYRIDINE 1-OXIDE